ClC1=C(C(=O)NC2=C3C=NN(C3=CC=C2)C2=C(C=C(C=C2)OC(F)(F)F)C)C=C(C=C1)CNS(=O)(=O)C1CC1 2-Chloro-5-{[(cyclopropylsulfonyl)amino]methyl}-N-{1-[2-methyl-4-(trifluoromethoxy)phenyl]-1H-indazol-4-yl}benzamide